cis-7-hexadecene acetate C(C)(=O)O.CCCCCC\C=C/CCCCCCCC